CC=1C=C(C(=NC1)N1N=CC=N1)C(=O)N1[C@@H]2[C@@H](C[C@H](C1)CC2)OC2=NC=C(C=C2)C (5-methyl-2-(2H-1,2,3-triazol-2-yl)pyridin-3-yl)((1S,4R,6R)-6-((5-methylpyridin-2-yl)oxy)-2-azabicyclo[2.2.2]oct-2-yl)methanone